FC1=CC=C(C=C1)N1C(C[C@H]1C1=CC=C(C=C1)OCC1=CC=CC=C1)=O (S)-(4-fluorophenyl)-4-(4-benzyloxyphenyl)2-azetidinone